[3-(1H-pyrazol-5-yl)pyrrolidin-1-yl]-[3-(4-tetrahydropyran-3-ylphenyl)azetidin-1-yl]methanone tert-butyl-4-(4-((6-nitropyridin-2-yl)amino)butyl)-6-azaspiro[2.5]octane-6-carboxylate C(C)(C)(C)OC(=O)N1CC(C2(CC2)CC1)CCCCNC1=NC(=CC=C1)[N+](=O)[O-].N1N=CC=C1C1CN(CC1)C(=O)N1CC(C1)C1=CC=C(C=C1)C1COCCC1